C(C)(C)(C)OC(=O)N1CCC2(CC1)C[C@@H](C1=CC(=CC=C12)C1=C2C=CN=C(C2=CC=C1)N)OC1=C(C=CC=C1)CC(=O)OCC (S)-5-(1-Aminoisoquinolin-5-yl)-3-(2-(2-ethoxy-2-oxoethyl)phenoxy)-2,3-dihydro-spiro[indene-1,4'-piperidine]-1'-carboxylic acid tert-butyl ester